FC1(CN(CC1OCC(F)(F)F)C=1C=2N(N=C(C1)C=1C(=NC(=NC1)OC)OC)C=CN2)F 8-[3,3-difluoro-4-(2,2,2-trifluoroethoxy)pyrrolidin-1-yl]-6-(2,4-dimethoxypyrimidin-5-yl)imidazo[1,2-b]pyridazine